CCC(CC(C)C)C 1,2,4-Trimethylpentane